(1r,2s,5r)-2-isopropyl-5-methylcyclohexyl acrylate C(C=C)(=O)O[C@H]1[C@@H](CC[C@H](C1)C)C(C)C